C1(CCC1)C(C(C(=O)NC1=CC=C(C=C1)C=1N(C=NC1)C)NC(OC(C)(C)C)=O)C1=CC=CC=C1 tert-butyl N-[1-[cyclobutyl(phenyl)methyl]-2-[4-(3-methylimidazol-4-yl)anilino]-2-oxo-ethyl]carbamate